N[C@@H]1[C@H](OCCC1)C1=C(C=2N=C(N=C(C2N1C(F)F)NCC=1OC=CC1)Cl)Cl 6-((2s,3s)-3-aminotetrahydro-2H-pyran-2-yl)-2,7-dichloro-5-(difluoromethyl)-N-(furan-2-ylmethyl)-5H-pyrrolo[3,2-d]pyrimidin-4-amine